O1CCN(CC1)C1=NC(=C(C(=N1)C1=CC(=CC=C1)N1N=CC=C1)C(=O)OCC)NC1=CC=NC=C1 ethyl 2-morpholino-4-(3-pyrazol-1-ylphenyl)-6-(4-pyridylamino)pyrimidine-5-carboxylate